(2R,3S,4R,5R)-2-((R)-(4-fluoro-3-(trifluoromethyl)phenyl)(hydroxy)methyl)-3-methyl-5-(4-methyl-7H-pyrrolo[2,3-d]pyrimidin-7-yl)tetrahydrofuran-3,4-diol FC1=C(C=C(C=C1)[C@H]([C@H]1O[C@H]([C@@H]([C@@]1(O)C)O)N1C=CC2=C1N=CN=C2C)O)C(F)(F)F